CC1CC=2N=C(N=C(C2S1)O)O 6-methyl-6,7-dihydrothieno[3,2-d]pyrimidine-2,4-diol